OC(C)(C)[C@H]1CN(CC1)C=1C=C(C(=NC1)C(F)(F)F)NC(C1=NC(=CC=C1)C=1C=NNC1)=O (R)-N-(5-(3-(2-hydroxypropan-2-yl)pyrrolidin-1-yl)-2-(trifluoromethyl)pyridin-3-yl)-6-(1H-pyrazol-4-yl)picolinamide